N-(3-methyl-butyl)acetamide CC(CCNC(C)=O)C